(2R)-2-amino-3-chlorobut-3-en-1-ol N[C@H](CO)C(=C)Cl